O1C(CCCC1)O[C@@H](C)C(CC)O (2S)-2-((tetrahydro-2H-pyran-2-yl)oxy)pentan-3-ol